1-[4-chloro-6-(trifluoromethyl)-3-pyridinyl]ethanone ClC1=C(C=NC(=C1)C(F)(F)F)C(C)=O